O1C(OCC1)CCCN1CCC2(CN(C2)C2=CC=C3CN(C(C3=C2)=O)C2C(NC(CC2)=O)=O)CC1 3-(6-(7-(3-(1,3-Dioxolan-2-yl)propyl)-2,7-diazaspiro[3.5]nonan-2-yl)-1-oxoisoindolin-2-yl)piperidine-2,6-dione